CC(C)NC(=O)OC1CCCC1 cyclopentyl (prop-2-ylamino)methanoate